(6-{2,8-diazaspiro[4.5]decan-8-yl}-3-(3,4-dichloro-2-methyl-2H-indazol-5-yl)-1H-pyrazolo[3,4-b]pyrazin-5-yl)methanol C1NCCC12CCN(CC2)C2=C(N=C1C(=N2)NN=C1C1=C(C2=C(N(N=C2C=C1)C)Cl)Cl)CO